NC=1C2=C(N=CN1)N(C=C2)[C@H]2[C@@H]([C@@H]([C@H](C2)CCC2=CC=C1C=C3C(=NC1=C2)N[C@@H](C3)C3=CC=CC=C3)O)O (1R,2S,3R,5S)-3-(4-amino-7H-pyrrolo[2,3-d]pyrimidin-7-yl)-5-(2-((S)-2-phenyl-2,3-dihydro-1H-pyrrolo[2,3-b]quinolin-7-yl)ethyl)cyclopentane-1,2-diol